N1(CCCCCC1)/C(=C/C=NS(=O)(=O)C)/C=C(C)C (2E)-N-[3-(Azepan-1-yl)-5-methyl-hexa-2,4-dien-1-ylidene]methanesulfonamide